6-amino-3-(2-methoxyethyl)-2-(piperidin-1-ylmethyl)quinazolin-4(3H)-one NC=1C=C2C(N(C(=NC2=CC1)CN1CCCCC1)CCOC)=O